Cl.Cl.Cl.C(C#C)NC1CNCC1 N-(prop-2-yn-1-yl)pyrrolidin-3-amine tri-hydrochloride